4-(((6-bromopyridin-2-yl)oxy)methyl)-3-(2-hydroxyethoxy)benzonitrile BrC1=CC=CC(=N1)OCC1=C(C=C(C#N)C=C1)OCCO